6-(1-methyl-1H-pyrrolo[2,3-c]pyridin-3-yl)-2-(6-methylpyridin-2-yl)-9H-purine CN1C=C(C=2C1=CN=CC2)C2=C1N=CNC1=NC(=N2)C2=NC(=CC=C2)C